tert-butyl ((2R,3S)-3-(2-(((tert-butoxycarbonyl)amino)methyl)benzyl)-4-((2-cyano-5-fluoro-4-(N-(6-fluoropyridin-2-yl)-N-(methoxymethyl)sulfamoyl)phenyl)-amino)butan-2-yl)carbamate C(C)(C)(C)OC(=O)NCC1=C(C[C@H]([C@@H](C)NC(OC(C)(C)C)=O)CNC2=C(C=C(C(=C2)F)S(N(COC)C2=NC(=CC=C2)F)(=O)=O)C#N)C=CC=C1